disodium diglutamate N[C@@H](CCC(=O)[O-])C(=O)[O-].N[C@@H](CCC(=O)O)C(=O)O.[Na+].[Na+]